[2-(Methacryloyl-oxy)ethyl]trimethylammonium C(C(=C)C)(=O)OCC[N+](C)(C)C